ClC=1C=C(C=CC1F)NC(N(C=1C=NC(=NC1)OC)CC1=NNC(=C1C(=C)C)C(F)F)=O 3-(3-Chloro-4-fluorophenyl)-1-((5-(difluoromethyl)-4-(prop-1-en-2-yl)-1H-pyrazol-3-yl)methyl)-1-(2-methoxypyrimidin-5-yl)urea